C(C)(C)(C)C1=C(C(=O)OOC(C2=C(C=CC(=C2)C(C)(C)C)C(C)(C)C)=O)C=C(C=C1)C(C)(C)C 2,5-di-t-butylbenzoyl peroxide